sodium 2-(8-chloro-2-((cyclopropylmethyl)(oxetan-3-ylmethyl)amino)-9-(methylthio)-5-oxobenzo[b][1,8]naphthyridin-10(5H)-yl)acetate ClC=1C=CC2=C(N(C=3N=C(C=CC3C2=O)N(CC2COC2)CC2CC2)CC(=O)[O-])C1SC.[Na+]